4-((2-iodo-1-(2,2,2-trifluoroethyl)-1H-indol-4-yl)amino)cyclohexane-1-carbonitrile IC=1N(C2=CC=CC(=C2C1)NC1CCC(CC1)C#N)CC(F)(F)F